ClC=1C(=CC(=NC1)N1[C@H](CN(CC1)C(=O)C1(CC1)C)C)NC(OC(C)(C)C)=O (S)-tert-butyl (5-chloro-2-(2-methyl-4-(1-methylcyclopropanecarbonyl)piperazin-1-yl)pyridin-4-yl)carbamate